3-(3-bromophenyl)-1-(2-hydroxyethyl)-1-(3-fluorobenzyl)urea BrC=1C=C(C=CC1)NC(N(CC1=CC(=CC=C1)F)CCO)=O